C(C1=CC=CC=C1)OC1=NC(=CC=C1C1=CC=C(C=C1)N1CCC2(CC(C2)C2CCN(CC2)C(=O)OCC2=CC=CC=C2)CC1)OCC1=CC=CC=C1 benzyl 4-(7-(4-(2,6-bis(benzyloxy)pyridin-3-yl)phenyl)-7-azaspiro[3.5]nonan-2-yl)piperidine-1-carboxylate